acetophenone p-toluenesulfonyl hydrazone CC1=CC=C(C=C1)S(=O)(=O)NN=C(C)C1=CC=CC=C1